FC(C)(F)C1=NOC(=C1)N1C(O[C@]2(C1)C[C@@](CCC2)(C)CN2C=NC1=C2C=C(C=C1)C#N)=O 1-(((5s,7s)-3-(3-(1,1-difluoroethyl)isoxazol-5-yl)-7-methyl-2-oxo-1-oxa-3-azaspiro[4.5]decan-7-yl)methyl)-1H-benzo[d]imidazole-6-carbonitrile